6-amino-3-cyclopropyl-7-(3-methoxy-2,6-dimethylphenyl)pyrrolo[1,2-b]pyridazine-5-carbonitrile NC=1C(=C2N(N=CC(=C2)C2CC2)C1C1=C(C(=CC=C1C)OC)C)C#N